2-hydroxy-2-(3-((5-(((R)-2-hydroxy-2-(8-hydroxy-2-oxo-1,2-dihydrochinolin-5-yl)ethyl)amino)pentyl)oxy)phenyl)-2-phenylacetat OC(C(=O)[O-])(C1=CC=CC=C1)C1=CC(=CC=C1)OCCCCCNC[C@@H](C1=C2C=CC(NC2=C(C=C1)O)=O)O